FC1=C(CN2C(N([C@H](C3=CC=C(C=C23)C(=O)NCC2=C(C=C(C=C2F)F)F)C)C)=O)C(=CC=C1F)OC (S)-1-(2,3-difluoro-6-methoxybenzyl)-3,4-dimethyl-2-oxo-N-(2,4,6-trifluorobenzyl)-1,2,3,4-tetrahydroquinazoline-7-carboxamide